ClC=1N=C2C(=C(C(N(C2=CC1)C)=O)C#N)N1CCC(CC1)OC1=C(C=C(C=C1)OC(F)(F)F)C 6-chloro-1-methyl-4-(4-(2-methyl-4-(trifluoromethoxy)phenoxy)piperidin-1-yl)-2-oxo-1,2-dihydro-1,5-naphthyridine-3-carbonitrile